C1=CC(=CC=C1C2C(=O)NC(=O)N2)O p-hydroxyphenylhydantoin